4-(2-hydroxyethylsulfonamido)-2-(6-azaspiro[2.5]octan-6-yl)benzamide OCCS(=O)(=O)NC1=CC(=C(C(=O)N)C=C1)N1CCC2(CC2)CC1